[F].FC(C1=CC=C(C=C1)C#CCN(C(O)=S)C1=CC=CC=C1)(F)F (3-(4-trifluoromethylphenyl)prop-2-yn-1-yl)(phenyl)thiocarbamic acid fluorine